BrC1=C(N)C=CC=C1 Ortho-bromoaniline